(R)-1-(4-((4-(1-((2,2-difluoroethyl)amino)-3-(5-hydroxy-6-oxo-1,6-dihydropyrimidin-4-yl)propan-2-yl)-3-fluorophenyl)ethynyl)benzyl)pyrrolidine-3-carbonitrile FC(CNCC(CC=1N=CNC(C1O)=O)C1=C(C=C(C=C1)C#CC1=CC=C(CN2C[C@@H](CC2)C#N)C=C1)F)F